2-isocyanatoethyl-2,5-diisocyanatopentanoate N(=C=O)CCOC(C(CCCN=C=O)N=C=O)=O